1-(trans-4-((4-(4-chloro-1H-pyrazol-3-yl)-5-(trifluoromethyl)pyrimidin-2-yl)amino)cyclohexyl)-1-(5-(1,3-dimethyl-1H-pyrazol-4-yl)pyrazin-2-yl)-3-(2,2,2-trifluoroethyl)urea ClC=1C(=NNC1)C1=NC(=NC=C1C(F)(F)F)N[C@@H]1CC[C@H](CC1)N(C(=O)NCC(F)(F)F)C1=NC=C(N=C1)C=1C(=NN(C1)C)C